5-hydroxymethyluridin OCC=1C(NC(N([C@H]2[C@H](O)[C@H](O)[C@@H](CO)O2)C1)=O)=O